O=CCCCC(=O)N 5-oxopentanoamide